C(#N)C1=CC=C(C=C1)C1=CC=C(C=C1)C1=CC=C(C=C1)OCCCCCCCC 4-cyano-4''-n-octyloxy-p-terphenyl